NS(=O)(C1=CN=C(S1)C(C)(C)O)=NC(OC(C)(C)C)=O Tert-butyl (amino(2-(2-hydroxypropan-2-yl)thiazol-5-yl)(oxo)-λ6-sulfanylidene)carbamate